((4-(diethoxymethyl)-3,5-difluorophenyl) amino) azetidine-1-carboxylate N1(CCC1)C(=O)ONC1=CC(=C(C(=C1)F)C(OCC)OCC)F